F\C(\C(=O)NC=1C=C2C(=NC=NC2=CC1OC)NC1=C(C=C(C(=C1)C)OC1=CC=C2C=NN(C2=C1)C)OC)=C\[C@@H]1N(CCC1)C (R,E)-2-fluoro-N-(7-methoxy-4-((2-methoxy-5-methyl-4-((1-methyl-1H-indazol-6-yl)oxy)phenyl)amino)quinazolin-6-yl)-3-(1-methylpyrrolidin-2-yl)acrylamide